N1(N=CC=C1)CC1=CC=C(C=C1)C1=C(N(C=2N=CN=C(C21)N)C)C2=CC=C(C=C2)NC(C(=C)C)=O N-(4-(5-(4-((1H-pyrazol-1-yl)methyl)phenyl)-4-amino-7-methyl-7H-pyrrolo[2,3-d]pyrimidin-6-yl)phenyl)methacrylamide